1-dodecyl-2-butylpyrrolium acetate C(C)(=O)[O-].C(CCCCCCCCCCC)[NH+]1C(=CC=C1)CCCC